C(C1=CC=CC=C1)C=1N(C(C2=CC=C(C=C2C1)F)=O)S(=O)(=O)C1=CC=C(C=C1)[N+](=O)[O-] 3-Benzyl-6-fluoro-2-((4-nitrophenyl)sulfonyl)isoquinolin-1(2H)-one